OC1=C(C=C(C(=O)C2(CC3(N4CCCC24)C(C2=CC=CC4=CC=CC3=C24)=O)C2=CC(=C(C(=C2)OC)OC)OC)C=C1)OC (4-hydroxy-3-methoxybenzoyl)-1'-(3,4,5-trimethoxyphenyl)-1',2',5',6',7',7a'-hexahydro-2H-spiro[acenaphthylene-1,3'-pyrrolizin]-2-one